ClC1=CC=C(C=C1)[C@H](C1CCN(CC1)C(=O)OC(C)(C)C)NS(=O)(=O)C1=CC=C(C=C1)OC(F)(F)F tert-butyl 4-[(S)-(4-chlorophenyl)-[[4-(trifluoromethoxy)phenyl]sulfonylamino]methyl]piperidine-1-carboxylate